N1=C(C=CC2=CC=CC=C12)C1=C(C=CC=C1)CO (2-(quinoline-2-yl)phenyl)methanol